1-(4-(1-Oxa-7-azaspiro[3.5]nonan-7-yl)phenyl)-5,7-difluoro-1H-indazol-6-ol O1CCC12CCN(CC2)C2=CC=C(C=C2)N2N=CC1=CC(=C(C(=C21)F)O)F